Acetylglucosamine phosphate CC(=O)[C@]1([C@@]2([C@]3([C@]([C@H](O1)CO)(OP(=O)(O2)O3)O)O)N)O